N-{7H-pyrrolo[2,3-d]pyrimidin-4-yl}benzamide N1=CN=C(C2=C1NC=C2)NC(C2=CC=CC=C2)=O